3-(dimethylamino)acetoxypropane CN(C)CC(=O)OCCC